NC1=NC=NN2C1=C(C=C2C=2C=CC(=C(C(=O)N[C@@H]1CN(C[C@@H]1F)C(C1=CC(=C(C=C1)F)F)=O)C2)C)C(F)(F)F 5-[4-amino-5-(trifluoromethyl)pyrrolo[2,1-f][1,2,4]triazin-7-yl]-N-[(3R,4S)-1-(3,4-difluorobenzoyl)-4-fluoropyrrolidin-3-yl]-2-methylbenzamide